FC1=CC=C(C=C1)[C@H](C(C)(C)O)NC(=O)C1=CC2=C(NN=C2C2=CC(=NC=C2)C)S1 (R)-N-(1-(4-fluorophenyl)-2-hydroxy-2-methylpropyl)-3-(2-methylpyridin-4-yl)-1H-thieno[2,3-c]pyrazole-5-amide